C(C)C1(CN(C1)C1=C(C=C(C=N1)C=1C(=C(COC(NC(N)=N)=O)C=CC1)F)F)O carbamimidoyl-carbamic acid 3-[6-(3-ethyl-3-hydroxyazetidin-1-yl)-5-fluoropyridin-3-yl]-2-fluorobenzyl ester